[N+](=O)([O-])C1=C(C=CC=C1)N1C(=CC=C1)C=CC=NC(NN)=N {3-[1-(2-nitrophenyl)-1H-pyrrol-2-yl]-allylidene}-aminoguanidine